(1S,4S,6R)-N-(3,4-dichlorophenyl)-6-hydroxy-7-oxabicyclo[2.2.1]hept-2-ene-2-carboxamide ClC=1C=C(C=CC1Cl)NC(=O)C=1[C@H]2[C@@H](C[C@@H](C1)O2)O